tert-butyl 4-(4-cyano-1H-pyrazol-1-yl)benzoate C(#N)C=1C=NN(C1)C1=CC=C(C(=O)OC(C)(C)C)C=C1